NC1=CC(=CC(=N1)O[C@@H]1CC(CCC1)C(=O)OC(C)(C)C)CN1CCOCC1 tert-butyl (3S)-3-((6-amino-4-(morpholinomethyl)pyridin-2-yl)oxy)cyclohexane-1-carboxylate